C(C)(C)O[Si](OC(C)C)(OC(C)C)CCCSSCCC[Si](OC(C)C)(OC(C)C)OC(C)C bis(triisopropoxysilyl-propyl)disulfide